BrC1=CC=CC=2N1C=C(N2)C(=O)O 5-bromoimidazo[1,2-a]pyridine-2-carboxylic acid